2-Cyclobutoxyisoindole-1,3-dione C1(CCC1)ON1C(C2=CC=CC=C2C1=O)=O